ClC1=C(C2=NN3C([C@H](N(CC3)C(=O)C3=NC=C(C=N3)OC)C)=C2C=N1)Cl (R)-(3,4-dichloro-10-methyl-7,8-dihydropyrido[4',3':3,4]pyrazolo[1,5-a]pyrazin-9(10H)-yl)(5-methoxypyrimidin-2-yl)methanone